cyclobutyl (R)-3-(4-(((R)-1-(3-(difluoromethyl)-2-fluorophenyl)ethyl)amino)quinolin-6-yl)-3-methoxypyrrolidine-1-carboxylate FC(C=1C(=C(C=CC1)[C@@H](C)NC1=CC=NC2=CC=C(C=C12)[C@]1(CN(CC1)C(=O)OC1CCC1)OC)F)F